7-fluoro-1-oxo-2-[[(1R,3S)-3-[[6-oxo-5-(trifluoromethyl)-1H-pyridazin-4-yl]amino]cyclohexyl]methyl]-6-[5-(trifluoromethyl)pyrimidin-2-yl]isoquinoline-4-carbonitrile FC1=C(C=C2C(=CN(C(C2=C1)=O)C[C@H]1C[C@H](CCC1)NC=1C=NNC(C1C(F)(F)F)=O)C#N)C1=NC=C(C=N1)C(F)(F)F